1-(4-((4-((5-chloro-4-(2,3-difluorophenoxy)-2-(2-hydroxypropan-2-yl)phenyl)amino)-7-methoxyquinazolin-6-yl)oxy)Piperidin-1-yl)prop-2-en-1-one ClC=1C(=CC(=C(C1)NC1=NC=NC2=CC(=C(C=C12)OC1CCN(CC1)C(C=C)=O)OC)C(C)(C)O)OC1=C(C(=CC=C1)F)F